(1S,4S,5S)-5-[[5-cyclopropyl-3-(2,6-dichlorophenyl)-1,2-oxazole-4-carbonyloxy]-2-azabicyclo[2.2.1]heptan-2-yl]-1,3-benzothiazole-6-carboxylic acid C1(CC1)C1=C(C(=NO1)C1=C(C=CC=C1Cl)Cl)C(=O)O[C@@]12N(C[C@@H](CC1)C2)C=2C(=CC1=C(N=CS1)C2)C(=O)O